(E)-3,7-dimethylocta-2,6-dien-1-yldiphosphate C\C(=C/COP([O-])(=O)OP(=O)([O-])[O-])\CCC=C(C)C